CC(C(CON=[Si]=NOCC(=O)C)=O)C dimethyldiacetoneoximinosilane